[OH-].C(C(=C)C)(=O)OCC[N+](CCCS(=O)(=O)O)(C)C [2-(Methacryloyloxy)ethyl]-dimethyl-(3-sulfopropyl)ammonium hydroxide